C(C)(C)(C)OC(C1=CC=C(C=C1)OCC=1N(N=C(C1Cl)C(F)(F)F)C1=CC(=CC=C1)C(NC1=CC2=C(N=C(O2)C)C=C1F)=O)=O.O1CC(C1)=CC(C)=O 1-(Oxetan-3-ylidene)propan-2-one tert-Butyl-4-[[4-chloro-2-[3-[(5-fluoro-2-methyl-1,3-benzoxazol-6-yl)carbamoyl]phenyl]-5-(trifluoromethyl)pyrazol-3-yl]methoxy]benzoate